ClC=1C(=NC(=NC1)NC=1C=C(C=NC1)N1C(CCC1)=O)C=1CCNCC1 1-(5-((5-chloro-4-(1,2,3,6-tetrahydropyridin-4-yl)pyrimidin-2-yl)amino)pyridin-3-yl)pyrrolidin-2-one